3-isopropyl-6-(piperidin-4-ylthio)-N-(3-(trifluoromethoxy)benzyl)imidazo[1,2-b]pyridazin-8-amine C(C)(C)C1=CN=C2N1N=C(C=C2NCC2=CC(=CC=C2)OC(F)(F)F)SC2CCNCC2